(4-methylphenyl)(4-(prop-2-yn-1-yloxy)phenyl)methanone tert-butyl-4-((1r,3r)-3-((4-(3,8-diazabicyclo[3.2.1]octan-8-yl)pyridin-2-yl)oxy)cyclobutoxy)piperidine-1-carboxylate C(C)(C)(C)OC(=O)N1CCC(CC1)OC1CC(C1)OC1=NC=CC(=C1)N1[C@H]2CNCC1CC2.CC2=CC=C(C=C2)C(=O)C2=CC=C(C=C2)OCC#C